COC1=CC=C(C=C1)C1(CCOCC1)C(=O)O 4-(4-methoxyphenyl)tetrahydropyran-4-carboxylic acid